(2R,3S,SR)-5-(6-amino-2-fluoro-9H-purin-9-yl)-2-butyl-2-(hydroxymethyl)tetrahydrofuran-3-ol NC1=C2N=CN(C2=NC(=N1)F)[C@@H]1C[C@@H]([C@](O1)(CO)CCCC)O |&1:11|